C(C)(C)(C)C1=CC=C(C=N1)C=1N=C2SC[C@@H](CN2C(C1C#N)=N)C (R)-8-(6-(tert-butyl)pyridin-3-yl)-6-imino-3-methyl-3,4-dihydro-2H,6H-pyrimido[2,1-b][1,3]thiazine-7-carbonitrile